2-(1H-tetrazol-1-yl)benzamide N1(N=NN=C1)C1=C(C(=O)N)C=CC=C1